6-((4-chloro-1H-indol-6-yl)amino)-4-(4-(2,2,2-trifluoroethyl)piperazin-1-yl)picolinonitrile ClC1=C2C=CNC2=CC(=C1)NC1=CC(=CC(=N1)C#N)N1CCN(CC1)CC(F)(F)F